NC1=C(C(=NC=C1)F)C=O 4-Amino-2-fluoropyridine-3-carbaldehyde